8-methoxy-N-(2-methoxypyridin-3-yl)-2-((1s,4r)-1-methyl-2-oxabicyclo[2.2.1]hept-4-yl)imidazo[1,2-a]pyrazine-6-carboxamide COC=1C=2N(C=C(N1)C(=O)NC=1C(=NC=CC1)OC)C=C(N2)[C@@]21CO[C@@](CC2)(C1)C